ClC1=C(C(=O)NC2=NC(=NC=C2Cl)Cl)C(=CC=C1)OC 2-chloro-N-(2,5-dichloropyrimidin-4-yl)-6-methoxybenzamide